C(CCCCC)OC=1C=C(C=O)C=CC1OCCCCCC 3,4-Di(hexyloxy)benzaldehyde